N1(CCOCC1)C1=NC=C(C=N1)C1=CC2=C(N=C3COC[C@H](N32)C3=CC=CC=C3)C=C1 (R)-7-(2-morpholinylpyrimidin-5-yl)-4-phenyl-3,4-dihydro-1H-benzo[4,5]imidazo[2,1-c][1,4]oxazine